[Se+2].CC1(C(SC2=C1C(=CC=C2)C)C(=O)OCC)C(=O)[O-].C(C)OC(=O)C2SC1=C(C2(C(=O)[O-])C)C(=CC=C1)C ethyl 3,4-dimethylbenzothiophenedicarboxylate Selenium